BrC=1C=CC(=C(C=O)C1)N1CCSCC1 5-bromo-2-thiomorpholinobenzaldehyde